COC(=O)C1=C(C=C2C=NNC2=C1)N 5-amino-1H-indazole-6-carboxylic acid methyl ester